FC=1C=C2C(N(C(=NC2=CC1)C(CCC)N1CCN(CCC1)C)CC(C)C)=O 6-fluoro-3-isobutyl-2-(1-(4-methyl-1,4-diazepan-1-yl)butyl)quinazolin-4(3H)-one